CC1(OB(OC1(C)C)C1=C(C=C(C=C1)C1CCN(CC1)C(=O)OC(C)(C)C)OC(F)(F)F)C tert-butyl 4-(4-(4,4,5,5-tetramethyl-1,3,2-dioxaborolan-2-yl)-3-(trifluoromethoxy)phenyl)piperidine-1-carboxylate